C(C)(C)(C)OC(=O)N1C[C@H]2[C@@H](CC1)C(NC2)=O (cis)-1-oxooctahydro-5H-pyrrolo[3,4-c]Pyridine-5-carboxylic acid tert-butyl ester